O=C(CC1CN(C1)C(=O)OC(C)(C)C)C tert-butyl 3-(2-oxopropyl)azetidine-1-carboxylate